1-(Chloromethyl)-4-methoxy-benzene ClCC1=CC=C(C=C1)OC